C(C)(=O)C1=CC=C(COC2=CC=CC(=N2)C2CCN(CC2)CC2=NC3=C(N2C[C@H]2OCC2)C=C(C=C3)C(=O)OC)C=C1 methyl (S)-2-((4-(6-((4-acetylbenzyl)oxy)pyridin-2-yl)piperidin-1-yl)methyl)-1-(oxetan-2-ylmethyl)-1H-benzo[d]imidazole-6-carboxylate